phenanthrotriazole phosphonate P(O)(O)=O.N1N=NC2=C1C=CC=1C=3C=CC=CC3C=CC12